N-((4R,5S)-4-(3-(cyclobut-1-ene-1-carboxamido)phenyl)-7-ethyl-3-methyl-6-oxo-1-phenyl-4,5,6,7-tetrahydro-1H-pyrazolo[3,4-b]pyridin-5-yl)-3-(trifluoromethyl)benzamide C1(=CCC1)C(=O)NC=1C=C(C=CC1)[C@@H]1C2=C(N(C([C@H]1NC(C1=CC(=CC=C1)C(F)(F)F)=O)=O)CC)N(N=C2C)C2=CC=CC=C2